ON1C(=NC2=C1C(=CC(=C2)C(=O)OC)OC)C=2N1CCN(C3=CC=CC(C2)=C13)C(=O)OC(C)(C)C tert-butyl 2-(1-hydroxy-7-methoxy-5-methoxycarbonyl-benzoimidazol-2-yl)-1,9-diazatricyclo[6.3.1.04,12]dodeca-2,4(12),5,7-tetraene-9-carboxylate